C12(CC3CC(CC(C1)C3)C2)CCN2[C@@H]3CN([C@H](C2)C3)C3=C2C(N(C(=NC2=CC=C3)C)C3C(NC(CC3)=O)=O)=O 3-(5-((1S,4S)-5-(2-((S,5S,7S)-adamantan-1-yl)ethyl)-2,5-diazabicyclo[2.2.1]heptan-2-yl)-2-methyl-4-oxoquinazolin-3(4H)-yl)piperidine-2,6-dione